4-(but-3-enyl)phenylacetylene C(CC=C)C1=CC=C(C=C1)C#C